NC1=CC=CC(=N1)S(=O)(=O)NC(=O)C=1C(=NC(=CC1)C=1C=NC(=CC1)OC(C)C)N1[C@H](CC[C@H]1C)C N-[(6-amino-2-pyridyl)sulfonyl]-2-[(2S,5R)-2,5-dimethylpyrrolidin-1-yl]-6-(6-isopropoxy-3-pyridyl)pyridine-3-carboxamide